CC1(CC(=O)N1)C β,β-dimethylpropionlactam